C1(CC1)[C@@H](C)NC1=NN2C(C=N1)=C(C=C2)C=2C=C1C=CC=NC1=CC2 (R)-N-(1-cyclopropylethyl)-5-(quinolin-6-yl)pyrrolo[2,1-f][1,2,4]triazin-2-amine